FC1=C(CNC=2C=C(C=NC2OC)C=2C=C3C(=NC=NC3=CC2)N2CCN(CC2)C(C=C)=O)C=CC(=C1)F 1-(4-(6-(5-((2,4-difluorobenzyl)amino)-6-methoxypyridin-3-yl)quinazolin-4-yl)piperazin-1-yl)prop-2-en-1-one